NC1=C(C=NN1CCCNC(OC(C)(C)C)=O)\N=N\C=1N(C=CN1)CCCCCC tert-butyl (E)-(3-(5-amino-4-((1-hexyl-1H-imidazol-2-yl)diazenyl)-1H-pyrazol-1-yl)propyl)carbamate